4-(3-phenoxypropyl)morpholine O(C1=CC=CC=C1)CCCN1CCOCC1